CC=1C(=C2C=CNC2=C(C1)C)CC1C(CN(CC1)CCOC)C1=CC=C(C(=O)O)C=C1 4-(4-((5,7-dimethyl-1H-indol-4-yl)methyl)-1-(2-methoxyethyl)piperidin-3-yl)benzoic acid